3-(2-vinylbenzyl)-3H-[1,2,3]Triazolo[4,5-d]Pyrimidine C(=C)C1=C(CN2N=NC3=C2N=CN=C3)C=CC=C1